FC1COCCC1N1[C@H]2[C@H](CCC1)CCC2 (4aS,7aR)-1-(3-fluorooxan-4-yl)-octahydro-1H-cyclopenta[b]pyridin